5-ethyl-4-hydroxy-3-n-propyl-pyrazol C(C)C1=C(C(=NN1)CCC)O